(R)-N-(5-((2-allyl-2-ethylmorpholino)methyl)pyridin-2-yl)-5-fluoro-4-(4-fluoro-1-isopropyl-2-methyl-1H-benzo[d]imidazol-6-yl)pyrimidin-2-amine C(C=C)[C@]1(OCCN(C1)CC=1C=CC(=NC1)NC1=NC=C(C(=N1)C=1C=C(C2=C(N(C(=N2)C)C(C)C)C1)F)F)CC